Tert-butyl 10-methylphenanthrene-9-carboxylate CC1=C(C2=CC=CC=C2C=2C=CC=CC12)C(=O)OC(C)(C)C